ClC1=CC(=C(C=N1)C1=NC(=CC=C1)F)NC1CCC(CC1)NCC(F)F (1s,4s)-N1-(6'-Chloro-6-fluoro-[2,3'-bipyridin]-4'-yl)-N4-(2,2-difluoroethyl)cyclohexane-1,4-diamine